C(C)(C)C1=NC(=NC(=C1C#N)SCS(=O)CCOC)C1=CC=2C(N=C1)=NN(C2)C 4-isopropyl-6-((((2-methoxyethyl)sulfinyl)methyl)thio)-2-(2-methyl-2H-pyrazolo[3,4-b]pyridin-5-yl)pyrimidine-5-carbonitrile